COC(C1=NC(=C(C=C1)O)C1=CC=C(C=C1)F)=O 6-(4-fluorophenyl)-5-hydroxypicolinic acid methyl ester